ClC=1C=C(C(=C(C1)C1=NC=NN2C1=CC(=C2)CN2C(N(C=CC2=O)C(C)C)=O)CC2CN[C@H](CO2)C)C 3-((4-(5-chloro-3-methyl-2-(((5S)-5-methylmorpholin-2-yl)methyl)phenyl)pyrrolo[2,1-f][1,2,4]triazin-6-yl)methyl)-1-isopropylpyrimidine-2,4(1H,3H)-dione